3,3'-bis(trifluoromethyl)hydrazobenzene FC(C=1C=C(C=CC1)NNC1=CC(=CC=C1)C(F)(F)F)(F)F